(S,S)-butyl lactyllactate C([C@@H](O)C)(=O)[C@@](C(=O)OCCCC)(O)C